n-dodecyl-propane-1,3-diamine C(CCCCCCCCCCC)C(CCN)N